[(2S,3R,4R,5S,6S)-3,5-dimethoxy-6-methyl-4-propoxy-tetrahydropyran-2-yl] N-[4-[1-[4-(trifluoromethoxy)phenyl]-1,2,4-triazol-3-yl]phenyl]carbamate FC(OC1=CC=C(C=C1)N1N=C(N=C1)C1=CC=C(C=C1)NC(O[C@@H]1O[C@H]([C@@H]([C@H]([C@H]1OC)OCCC)OC)C)=O)(F)F